FC1(CN(CC[C@H]1NC1=NN2C(C(=N1)OC([2H])([2H])[2H])=C(C=C2)C=2C=CC1=C(N(N=N1)CCF)C2)C([2H])([2H])[2H])F (R)-N-(3,3-difluoro-1-(methyl-d3)piperidin-4-yl)-5-(1-(2-fluoroethyl)-1H-benzo[d][1,2,3]triazol-6-yl)-4-(methoxy-d3)pyrrolo[2,1-f][1,2,4]triazin-2-amine